3-acetyl-N-(2-fluoro-3-(1H-pyrazol-4-yl)phenyl)-7-methoxyindolizine-1-carboxamide C(C)(=O)C1=CC(=C2C=C(C=CN12)OC)C(=O)NC1=C(C(=CC=C1)C=1C=NNC1)F